trans-N-(4-(3-(4-((dimethylamino)methyl)-3-fluorostyryl)-1H-indazol-6-yl)pyrimidin-2-yl)acetamide CN(C)CC1=C(C=C(/C=C/C2=NNC3=CC(=CC=C23)C2=NC(=NC=C2)NC(C)=O)C=C1)F